FC1=CC=C(C=C1)C=1C(=CC(=NC1)NN)OCC=1N=C(SC1)C [5-(4-fluorophenyl)-4-[(2-methylthiazol-4-yl)methoxy]-2-pyridyl]hydrazine